2-(6-(ethylamino)-4-(6-(4-methyl-4H-1,2,4-triazol-3-yl)-2-oxaspiro[3.3]heptan-6-yl)pyridin-2-yl)-6-(((1-methylcyclobutyl)amino)methyl)-4-(trifluoromethyl)isoindolin-1-one C(C)NC1=CC(=CC(=N1)N1C(C2=CC(=CC(=C2C1)C(F)(F)F)CNC1(CCC1)C)=O)C1(CC2(COC2)C1)C1=NN=CN1C